C(C)(C)(C)OC(=O)N1CC2(C(C2C1)(F)F)C1=CC=C(C=C1)C 6,6-difluoro-1-(4-methylphenyl)-3-azabicyclo[3.1.0]hexane-3-carboxylic acid tert-butyl ester